3-[5-[(3-chlorophenyl)methyl]thiazol-2-yl]-1-ethyl-1-[(2S)-2-hydroxypropyl]urea ClC=1C=C(C=CC1)CC1=CN=C(S1)NC(N(C[C@H](C)O)CC)=O